C(#N)CC1N(CCN(C1)C=1C2=C(N=C(N1)OC[C@H]1N(CCC1)C)C(=C(N=C2)C2=CC=CC1=CC=CC(=C21)C)OC)C(=O)[O-] 2-(cyanomethyl)-4-[8-methoxy-7-(8-methyl-1-naphthyl)-2-[[(2S)-1-methylpyrrolidin-2-yl]methoxy]pyrido[4,3-d]pyrimidin-4-yl]piperazine-1-carboxylate